C(C)C(CCC(=O)O)CCCCCC (4-ethyl)decanoic acid